2-(4-fluorophenyl)-1H-indazole-3(2H)-one FC1=CC=C(C=C1)N1NC2=CC=CC=C2C1=O